5-((8-(2,3-dichlorophenyl)-3,8-diazabicyclo[3.2.1]octan-3-yl)methyl)-2-(2,6-dioxopiperidin-3-yl)isoindoline-1,3-dione ClC1=C(C=CC=C1Cl)N1C2CN(CC1CC2)CC=2C=C1C(N(C(C1=CC2)=O)C2C(NC(CC2)=O)=O)=O